NN1C=NC=2N(C=NC2C1=O)[C@@H]1O[C@@H]([C@H]([C@@]1(C)F)O)CO amino-9-((2r,3r,4r,5r)-3-fluoro-4-hydroxy-5-(hydroxymethyl)-3-methyltetrahydrofuran-2-yl)-1,9-dihydro-6H-purin-6-one